COC=1C=C2[C@]3(C(NC2=CC1)=O)[C@@H](C3)C3=CC=C1C(=NNC1=C3)NC=3C(=NN(C3C)C)C (1r,2s)-5'-methoxy-2-{3-[(1,3,5-trimethyl-1H-pyrazol-4-yl)amino]-1H-indazol-6-yl}spiro[cyclopropane-1,3'-indol]-2'(1'H)-one